(S)-8-(2,4-dioxotetrahydropyrimidine-1(2H)-yl)-1,2,4a,5-tetrahydrobenzo[b]pyrazine O=C1N(CCC(N1)=O)C=1C=CC[C@H]2C1NCC=N2